C(C)(C)(C)N(C(O)=O)C12COC(CC1)(CC2)CN2[C@H](CN(CC2)C2=CC(=C(C=C2)C2C(NC(CC2)=O)=O)Cl)C.C(C)(=O)C2(O)[C@H](N)[C@@H](O)[C@H](O)[C@H](O2)CO Acetylglucosamin Tert-butyl-N-[1-[[(2S)-4-[3-chloro-4-(2,6-dioxo-3-piperidyl)phenyl]-2-methyl-piperazin-1-yl]methyl]-2-oxabicyclo[2.2.2]octan-4-yl]carbamate